tris(butylcyclopentadienyl)yttrium(III) CCCCC1=[C-]CC=C1.CCCCC1=[C-]CC=C1.CCCCC1=[C-]CC=C1.[Y+3]